6-(4-trifluoromethylphenyl)-2-(pyridin-3-yl)pyrimidine-4-carboxylic acid FC(C1=CC=C(C=C1)C1=CC(=NC(=N1)C=1C=NC=CC1)C(=O)O)(F)F